C(C)(C)(C)C1=NC=C(C(=C1)S(=O)(=O)NC(=O)C1=NC2=CC=CC(=C2C=C1)C1=NC=CC=C1)OC N-((2-(tert-butyl)-5-methoxypyridin-4-yl)sulfonyl)-5-(pyridin-2-yl)quinoline-2-carboxamide